COCC1=CNC2=CC=CC=C12 3-Methoxymethyl-indole